[Fe].[Mn].[Mn].[Co].[Ni].CC1=C(C(=O)N[C@H](C)C2=CC=CC3=CC=CC=C23)C=C(C=C1)NCCNC (R)-2-methyl-5-((2-(methylamino)ethyl)amino)-N-(1-(naphthalen-1-yl)ethyl)benzamide nickel-cobalt-manganese-manganese-iron